C(C)(=O)[O-].[Zn+2].ClC1=CC=C(C(=N1)C)C(F)(F)F.C(C)(=O)[O-] 6-chloro-2-methyl-3-(trifluoromethyl)pyridine zinc(II) acetate